FC(C1=NC(=CC(=N1)C(C(=O)N1C[C@]2(CC1)NC1=NC(=C(C=C1CC2)C2=NN1C(C=CC=C1)=N2)C)C)OC)F 2-[2-(difluoromethyl)-6-methoxypyrimidin-4-yl]-1-[(2S)-7-methyl-6-([1,2,4]triazolo[1,5-a]pyridin-2-yl)-3,4-dihydro-1H-spiro[1,8-naphthyridine-2,3'-pyrrolidin]-1'-yl]propan-1-one